1-(4-(1-isopropyl-6-((6-methylpyrimidin-4-yl)amino)-1H-pyrrolo[3,2-c]pyridin-4-yl)-3,6-dihydropyridin-1(2H)-yl)prop-2-en-1-one C(C)(C)N1C=CC=2C(=NC(=CC21)NC2=NC=NC(=C2)C)C=2CCN(CC2)C(C=C)=O